CN1C=C(C=2C1=NC(=CC2)B2OC(C(O2)(C)C)(C)C)C=O 1-methyl-6-(4,4,5,5-tetramethyl-1,3,2-dioxaborolan-2-yl)pyrrolo[2,3-b]pyridine-3-carbaldehyde